IC1=CC(=C(C(=O)Cl)C=C1)N1C[C@@H]2CC[C@H](C1)C21CC1 4-iodo-2-((1R,5S)-3-azaspiro[bicyclo[3.2.1]octane-8,1'-cyclopropan]-3-yl)benzoyl chloride